BrC=1C=C(C(=NC1)F)NC1=NC(=NC=C1)N1C[C@H](O[C@H](C1)C)C N-(5-bromo-2-fluoropyridin-3-yl)-2-((2R,6S)-2,6-dimethylmorpholinyl)pyrimidin-4-amine